Fluoranthene C1=CC=C2C=CC=C3C4=CC=CC=C4C1=C23